1,4,7,10-tetraazacyclododecane-1,4-dicarboxylic acid di-tert-butyl ester C(C)(C)(C)OC(=O)N1CCN(CCNCCNCC1)C(=O)OC(C)(C)C